C(C)N1C(N(C(C12CCNCC2)=O)C2=CC=C(C=C2)C)=O 1-ethyl-3-(p-tolyl)-1,3,8-triazaspiro[4.5]decane-2,4-dione